1-[(2R)-2-methoxypropanoyl]-1,4lambda5-azaphosphinan-4-one CO[C@@H](C(=O)N1CCP(CC1)=O)C